2-methyl-1-(p-tolyl)butane-1,3-dione CC(C(=O)C1=CC=C(C=C1)C)C(C)=O